FC1([C@H](CN(CC1)[C@H](C(=O)NC=1N=NC(=CC1)OCC(C)(C)C)C)C1=CNC(C=C1)=O)F (S)-2-((S)-4,4-difluoro-3-(6-oxo-1,6-dihydropyridin-3-yl)piperidin-1-yl)-N-(6-(neopentyloxy)pyridazin-3-yl)propionamide